Trans-4-(((R)-1-(2-((S)-1-(2,2-difluorobenzo[d][1,3]dioxol-5-yl)ethoxy)pyridin-4-yl)-3-(trifluoromethyl)-4,5,6,7-tetrahydro-1H-indazol-7-yl)oxy)cyclohexane-1-carboxylic acid FC1(OC2=C(O1)C=CC(=C2)[C@H](C)OC2=NC=CC(=C2)N2N=C(C=1CCC[C@H](C21)O[C@@H]2CC[C@H](CC2)C(=O)O)C(F)(F)F)F